4-[(4-tert-Butoxy-2-{4-[5-chloro-2-(4-chloro-1H-1,2,3-triazol-1-yl)phenyl]-5-methoxy-2-oxopyridin-1(2H)-yl}butyryl)amino]-2-fluorobenzamide C(C)(C)(C)OCCC(C(=O)NC1=CC(=C(C(=O)N)C=C1)F)N1C(C=C(C(=C1)OC)C1=C(C=CC(=C1)Cl)N1N=NC(=C1)Cl)=O